fluoro-N-methyl-N-(4'-(trifluoromethyl)-[1,1'-biphenyl]-3-yl)-8-(4-(trifluoromethyl)phenoxy)-[1,2,4]triazolo[4,3-a]quinazolin-5-amine FC1=NN=C2N1C1=CC(=CC=C1C(=N2)N(C=2C=C(C=CC2)C2=CC=C(C=C2)C(F)(F)F)C)OC2=CC=C(C=C2)C(F)(F)F